3-(6-(3-methyl-2-oxoimidazolin-1-yl)-2-azabicyclo[2.2.1]heptane-2-yl)-5-((4-(piperidin-4-yl)phenyl)amino)-1,2,4-triazine-6-carboxamide CN1C(N(CC1)C1CC2CN(C1C2)C=2N=NC(=C(N2)NC2=CC=C(C=C2)C2CCNCC2)C(=O)N)=O